C(CC(O)(C(=O)[O-])CC(=O)[O-])(=O)OCCCCC monopentyl citrate